C(C)N1C(NC2=CC(=CC=C2C1=S)CN1CC(C1)N(C=1C=CC(=NC1C)C(=O)NC)C)=O 5-((1-((3-ethyl-2-oxo-4-thioxo-1,2,3,4-tetrahydroquinazolin-7-yl)methyl)azetidin-3-yl)(methyl)amino)-N,6-dimethylpicolinamide